(S)-1-(tert-butoxycarbonyl)pyrrolidin-3-yl 4-((1-isopropyl-6-methyl-1H-imidazo[4,5-c]pyridin-4-yl)amino)piperidine-1-carboxylate C(C)(C)N1C=NC=2C(=NC(=CC21)C)NC2CCN(CC2)C(=O)O[C@@H]2CN(CC2)C(=O)OC(C)(C)C